IC1=C(COC(C2=CC=C(C(=C2)C(F)(F)F)C=CC=2C(=C(C=CC2)C2=CC=CC=C2)C)C2(NCCCC2)C(=O)O)C=CC=C1 2-((2-Iodobenzyloxy)-4-(2-(2-methyl-[1,1'-biphenyl]-3-yl)ethenyl)-5-(Trifluoromethyl)benzyl)piperidine-2-carboxylic acid